2-(cyclohex-1-en-1-yl)ethylamine C1(=CCCCC1)CCN